C(CCC\C=C/C\C=C/C\C=C/C\C=C/CCCCC)OC[C@@H](OCCCC\C=C/C\C=C/C\C=C/C\C=C/CCCCC)COP(=O)([O-])OCC[N+](C)(C)C 1,2-di-arachidonyl-sn-glycero-3-phosphocholine